BrC1=CC(=C2C=C(N(C2=C1)C1CC1)NC(CC(C)(C)C)=O)F N-(6-bromo-1-cyclopropyl-4-fluoro-1H-indol-2-yl)-3,3-dimethylbutyramide